C(C1=CC=CC=C1)OC1=C(C=C(C(=C1)Br)F)C(C#N)(C)C 2-(2-benzyloxy-4-bromo-5-fluoro-phenyl)-2-methyl-propionitrile